tert-butyl ((2-(3-butyryl-1-(pyridin-3-yl)piperidin-3-yl)-1,6-naphthyridin-7-yl)methyl)carbamate C(CCC)(=O)C1(CN(CCC1)C=1C=NC=CC1)C1=NC2=CC(=NC=C2C=C1)CNC(OC(C)(C)C)=O